6-(dimethylamino)-2-(1H-imidazol-1-yl)-N-((1r,4r)-4-methoxycyclohexyl)pyrimidine-4-carboxamide CN(C1=CC(=NC(=N1)N1C=NC=C1)C(=O)NC1CCC(CC1)OC)C